triisopropoxyboroxine C(C)(C)OB1OB(OB(O1)OC(C)C)OC(C)C